S1C=NC2=C1C=C(C=C2)\C=C/2\C(NC(=N2)NC2=CC1=C(N(C=N1)C)C=C2)=O (Z)-5-(benzo[d]thiazol-6-ylmethylene)-2-((1-methyl-1H-benzo[d]imidazol-5-yl)amino)-3,5-dihydro-4H-imidazol-4-one